COC1=C(C=CC(=C1)N(C)C)C1(OC(=O)C2=CC=CC=C12)C1=C(C=C(C(=C1)C)Cl)O 3-(2'-methoxy-4'-dimethylaminophenyl)-3-(2'-hydroxy-4'-chloro-5'-methylphenyl)-phthalide